CN(C1=CN=C(N=N1)C1=NC=C(C=C1O)C=1C=NNC1)C1CC(NC(C1)(C)C)(C)C 2-{6-[methyl(2,2,6,6-tetramethylpiperidin-4-yl)amino]-1,2,4-triazin-3-yl}-5-(1H-pyrazol-4-yl)pyridin-3-ol